C1(CC1)C1=C(C=C2C(=NC(=NC2=C1)C)O)C1(CCOCC1)F 7-Cyclopropyl-6-(4-fluorotetrahydro-2H-pyran-4-yl)-2-methylquinazolin-4-ol